CN(CCNS(=O)(=O)CC1=CC(=CC=C1)NC1=NC=CC(=N1)OC=1C=C2C=C(NC2=CC1)C)C N-[2-(dimethylamino)ethyl]-1-[3-[[4-[(2-methyl-1H-indol-5-yl)oxy]pyrimidin-2-yl]amino]phenyl]methanesulfonamide